7-oxabicyclo[2.2.1]hepta-2,5-diene-2,3,5,6-tetracarboxylic acid tetramethyl ester COC(=O)C=1C2C(=C(C(C1C(=O)OC)O2)C(=O)OC)C(=O)OC